C1(=CC(=CC=C1)CC=1C(=O)NC(C1)=O)CC=1C(=O)NC(C1)=O m-Xylylenbismaleimid